BrC1=CC=C(C=C1)C(C(F)(F)F)N(C(C)=O)C N-(1-(4-bromophenyl)-2,2,2-trifluoroethyl)-N-methylacetamide